5-(3-(((S)-1-(1H-tetrazol-1-yl)propan-2-yl)oxy)-4-chlorophenyl)-N-(3-(2-isopropoxyethoxy)-1-((1r,4r)-4-morpholinocyclohexyl)-1H-pyrazol-4-yl)pyrimidin-2-amine N1(N=NN=C1)C[C@H](C)OC=1C=C(C=CC1Cl)C=1C=NC(=NC1)NC=1C(=NN(C1)C1CCC(CC1)N1CCOCC1)OCCOC(C)C